N=1C=CN2N=C(C=CC21)C=2C=CN1N=C(N=CC12)N[C@@H]1CC[C@@H](CC1)N1CCOCC1 5-(imidazo[1,2-b]pyridazin-6-yl)-N-(cis-4-morpholinocyclohexyl)pyrrolo[2,1-f][1,2,4]triazin-2-amine